[O].C(C)C1=CC=CC2=CC3=C(C=CC=C3C(=C12)OC(=O)C1C(C2C(=CC1C2)C)C(=O)O)CC 1,5-diethyl-9-[2-carboxy(3,6-methano-4-methyl-4-cyclohexenyl)]carbonyloxyanthracene oxygen